C1CC12CCN(CC2)C2=C(C(=O)Cl)C=CC(=C2)Br (6-Azaspiro[2.5]oct-6-yl)-4-bromobenzoyl chloride